Magnesium bis(tert-butanolat) C(C)(C)(C)[O-].C(C)(C)(C)[O-].[Mg+2]